2,4-diamino-6-methyl-pteridine ethyl-(E)-6-(3-ethoxy-2-methoxy-3-carbonylprop-1-en-1-yl)-5-nitronicotinate C(C)OC(C1=CN=C(C(=C1)[N+](=O)[O-])\C=C(/C(=C=O)OCC)\OC)=O.NC1=NC2=NC=C(N=C2C(=N1)N)C